ClC=1C=C2CCN(CC2=C(C1)[C@H]1N(CCC1)C(=O)OC(C)(C)C)CC1(CCOCC1)O (S)-tert-butyl 2-(6-chloro-2-((4-hydroxytetrahydro-2H-pyran-4-yl)methyl)-1,2,3,4-tetraHydroisoquinolin-8-yl)pyrrolidine-1-carboxylate